7-(2-methylpyrimidin-5-yl)-N-((R)-1-phenylethyl)-2,3,4,9-tetrahydro-1H-carbazol-1-amine CC1=NC=C(C=N1)C1=CC=C2C=3CCCC(C3NC2=C1)N[C@H](C)C1=CC=CC=C1